CN(C)C(CCCCCO)O N,N-dimethylaminohexylene alcohol